NC=1C=NC(=NC1)N1C[C@H]2N(C(C1)=O)C[C@H](C2)C2=C(C(=CC=C2O)Cl)Cl (7R,8aS)-2-(5-aminopyrimidin-2-yl)-7-(2,3-dichloro-6-hydroxyphenyl)-hexahydropyrrolo[1,2-a]pyrazin-4-one